C(CCCCCC)OC1=CC=C(C=C1)S(=O)(=O)C=1C=NC2=CC=C(C=C2C1N1CCC(CC1)N1CCC(CC1)(O)C1=CC=CC=C1)SC 1'-(3-((4-(heptyloxy)phenyl)sulfonyl)-6-(methylthio)quinolin-4-yl)-4-phenyl-[1,4'-bipiperidin]-4-ol